(+)-3-hydroxy-4-(p-Bromophenyl)dihydrofuran-2(3H)-one OC1C(OCC1C1=CC=C(C=C1)Br)=O